FC1=C(C=CC(=C1O)F)C1=NN=C(S1)CN1C2(CC2)C(N(C1=O)[C@H](COCC(=O)O)C)=O (S)-2-(2-(4-((5-(2,4-difluoro-3-hydroxyphenyl)-1,3,4-thiadiazol-2-yl)methyl)-5,7-dioxo-4,6-diazaspiro[2.4]heptan-6-yl)propoxy)acetic acid